Ethyl 6-bromo-5-fluoro-1H-indole-2-carboxylate BrC1=C(C=C2C=C(NC2=C1)C(=O)OCC)F